12-chloro-4,6,8,10-tetramethyltridecyl propoxymethyl ether C(CC)OCOCCCC(CC(CC(CC(CC(C)Cl)C)C)C)C